8-(4-(trifluoromethyl)cyclohex-1-en-1-yl)quinoline-3-carboxamide FC(C1CC=C(CC1)C=1C=CC=C2C=C(C=NC12)C(=O)N)(F)F